6,7,9,10,17,18,20,21-octahydrodibenzo[b,k]-[1,4,7,10,13,16]hexaoxacyclooctadecin-2,14-dicarboxylic acid C1=C(C=CC=2OCCOCCOC3=C(OCCOCCOC21)C=C(C=C3)C(=O)O)C(=O)O